tert-butyl 4-(4-fluoro-5-iodo-2-pyridyl)piperazine-1-carboxylate FC1=CC(=NC=C1I)N1CCN(CC1)C(=O)OC(C)(C)C